(S)-3-((S)-2-(4-((tert-butyldiphenylsilyl)oxy)-3,5-dimethoxyphenyl)-2-cyclohexylacetyl)-4-phenyloxazolidin-2-one [Si](C1=CC=CC=C1)(C1=CC=CC=C1)(C(C)(C)C)OC1=C(C=C(C=C1OC)[C@@H](C(=O)N1C(OC[C@@H]1C1=CC=CC=C1)=O)C1CCCCC1)OC